Dibenzyl-(5-chloro-3-methyl-3H-imidazo[4,5-b]pyridin-7-yl)-amine C(C1=CC=CC=C1)N(C1=C2C(=NC(=C1)Cl)N(C=N2)C)CC2=CC=CC=C2